C1(=CC=CC=C1)C(C(=O)[O-])=O Phenyl-glyoxylate